4-(2-methoxyethoxy)pyridine-3-carboxamide COCCOC1=C(C=NC=C1)C(=O)N